C(=O)C1C(C1)CCNC(=O)C=1NC2=CC=CC=C2C1 N-(2-(2-formylcyclopropyl)ethyl)-1H-indole-2-carboxamide